ClC1=C(C=CC=C1)C1=NN(C=C1C(=O)NCCC1OCCC1)C 3-(2-chlorophenyl)-1-methyl-N-(2-(tetrahydrofuran-2-yl)ethyl)-1H-pyrazole-4-carboxamide